1-heptyl-3-methylimidazole bistrifluoromethanesulfonimide salt [N-](S(=O)(=O)C(F)(F)F)S(=O)(=O)C(F)(F)F.C(CCCCCC)N1CN(C=C1)C